glucosyl-(1→3)-glucose C1([C@H](O)[C@@H](O)[C@H](O)[C@H](O1)CO)O[C@H]([C@H](C=O)O)[C@H](O)[C@H](O)CO